2-(4-((2-(4-(5-chloropyrimidin-2-yl)piperidin-1-yl)-5-oxo-6,7-dihydrothieno[3,2-d]pyrimidin-4-yl)amino)-2-fluorophenyl)acetic acid ClC=1C=NC(=NC1)C1CCN(CC1)C=1N=C(C2=C(N1)CCS2=O)NC2=CC(=C(C=C2)CC(=O)O)F